The molecule is a pentacyclic triterpenoid that is urs-12-ene carrying a carboxy substituent at position 28 as well as five hydroxy substituents at positions 2, 3, 19, 23 and 24 (the 2alpha,3beta stereoisomer). It has a role as a plant metabolite. It is a pentacyclic triterpenoid, a hydroxy monocarboxylic acid and a pentol. It derives from a hydride of an ursane. C[C@@H]1CC[C@@]2(CC[C@@]3(C(=CC[C@H]4[C@]3(CC[C@@H]5[C@@]4(C[C@H]([C@@H](C5(CO)CO)O)O)C)C)[C@@H]2[C@]1(C)O)C)C(=O)O